S1C=NC=C1C(=O)N1CC2(C(C1)C(=O)OCC)CCN(CC2)C(=O)OC(C)(C)C 8-(tert-butyl) 4-ethyl 2-(thiazole-5-carbonyl)-2,8-diazaspiro[4.5]decane-4,8-dicarboxylate